COC=1C=C2C(=CC=NC2=CC1OC)OC1=C(C=C(C=C1)S(=O)(=O)NCCC1=CC=CC=C1)F 4-{[6,7-bis(methyloxy)quinolin-4-yl]oxy}-3-fluoro-N-(2-phenylethyl)benzenesulfonamide